FC1(CCN(CC1)C=1N=C(C=C2C1OC=C2)C=2OC(=NN2)C2=C(C=C(C=C2)I)N2CCC(CC2)(C)F)F 7-(4,4-difluoropiperidin-1-yl)-5-(5-(2-(4-fluoro-4-methylpiperidin-1-yl)-4-iodophenyl)-1,3,4-oxadiazol-2-yl)furo[2,3-c]pyridine